SCCC(=O)O.SCCC(=O)O.SCCC(=O)O.C(O)C(CC)(CO)CO trimethylol-propane tris(3-mercapto-propionate)